cyclohexyl-succinic acid dipivalyl ester C(C(C)(C)C)(=O)OC(C(CC(=O)OC(C(C)(C)C)=O)C1CCCCC1)=O